ClC=1C=C(C=CC1)N1CCNCC1 N-(3-chlorophenyl)piperazine